O[C@H]1[C@@H](OC([C@H]1O)=C)N1C=CC2=C1N=CN=C2NC(C2=CC=CC=C2)=O N-(7-((2R,3R,4S)-3,4-dihydroxy-5-methylenetetrahydrofuran-2-yl)-7H-pyrrolo[2,3-d]pyrimidin-4-yl)benzamide